C(C)(C)(C)OC(=O)N(CCN(C)C(=O)OC(C)(C)C)CC=1C=CC(=C(C(=O)O)C1)N(S(=O)(=O)C)C 5-(((tert-Butoxycarbonyl)(2-((tert-butoxycarbonyl)(methyl)amino)ethyl)amino)methyl)-2-(N-methylmethylsulfonamido)benzoic acid